nonanoyl-4,4'-methylenebiscyclohexanediamine C(CCCCCCCC)(=O)C1C(CCC(C1)CC1CCC(CC1)(N)N)(N)N